FC=1C=C(C=C(C1)OC)C(CO)C1N(C2=CC=CC=C2C1)C(=O)N 1-(3-fluoro-5-methoxyphenyl)-2-hydroxyethylindoline-1-carboxamide